ClC1=C(C=CC=C1)C=1C(=NC(N([C@H]2[C@H](O)[C@H](O)[C@@H](CO)O2)C1)=S)N 5-(2-chloro-phenyl)-2-thiocytidine